6-(Diethylamino)picolinaldehyde C(C)N(C1=CC=CC(=N1)C=O)CC